(S)-4-((dimethylamino)methyl)-N'-(4-fluoro-2,6-diisopropyl-phenylcarbamoyl)benzene-sulfonimidamide CN(C)CC1=CC=C(C=C1)[S@](=O)(N)=NC(NC1=C(C=C(C=C1C(C)C)F)C(C)C)=O